2-(phenoxymethyl)thiirane O(C1=CC=CC=C1)CC1SC1